CC1=CC=C(C=C1)C2=CN3C=CC=CC3=C2 2-(p-tolyl)indolizine